3'-[1,4,7-triazacyclodecane-1,4-diylbis(methylene)]bis(2-hydroxy-5-methylbenzamide) N1(CCN(CCNCCC1)CC=1C(=C(C(=O)N)C=C(C1)C)O)CC=1C(=C(C(=O)N)C=C(C1)C)O